ClC1=C(C=CC(=C1Cl)C(F)(F)F)B(O)O (2,3-dichloro-4-(trifluoromethyl)phenyl)boronic acid